carbonic acid ((2R,3S,4R,5S)-5-(4-aminopyrrolo[2,1-f][1,2,4]triazin-7-yl)-2-cyano-3,4-dihydroxytetrahydrofuran-2-yl) methylcyclobutyl ester CC1(CCC1)OC(O[C@]1(O[C@H]([C@@H]([C@@H]1O)O)C1=CC=C2C(=NC=NN21)N)C#N)=O